4-[6-(2-aminoethyl)pyridin-3-yl]-3-(2-methyl-5-pyridin-3-ylpyrazol-3-yl)oxybenzonitrile NCCC1=CC=C(C=N1)C1=C(C=C(C#N)C=C1)OC=1N(N=C(C1)C=1C=NC=CC1)C